1,4-Dimethyl-2-(4-(methylsulfonyl)phenyl)-6-(1-(8-(oxetan-3-yl)-8-azabicyclo[3.2.1]octan-3-yl)piperidin-4-yl)-1H-benzo[d]imidazol CN1C(=NC2=C1C=C(C=C2C)C2CCN(CC2)C2CC1CCC(C2)N1C1COC1)C1=CC=C(C=C1)S(=O)(=O)C